N-(4-(2,4-difluorophenoxy)-3-(6-methyl-7-oxo-6,7-dihydro-1H-pyrrolo[2,3-c]pyridin-4-yl)phenyl)ethanesulfonamide FC1=C(OC2=C(C=C(C=C2)NS(=O)(=O)CC)C=2C3=C(C(N(C2)C)=O)NC=C3)C=CC(=C1)F